2-(cyclopropyl(4-methylpyridin-2-yl)methyl)-5-(4-fluoro-2-methylphenyl)-3,4-dihydroisoquinolin-1(2H)-one C1(CC1)C(N1C(C2=CC=CC(=C2CC1)C1=C(C=C(C=C1)F)C)=O)C1=NC=CC(=C1)C